3-bromo-5,5'-di-tert-butyl-2,2'-bithiophene BrC1=C(SC(=C1)C(C)(C)C)C=1SC(=CC1)C(C)(C)C